6-[6-(Difluoromethyl)pyridin-3-yl]-2-(3-fluorophenyl)-N-[2-hydroxy-1-(tetrahydrofuran-3-yl)ethyl]-3-oxo-2,3-dihydropyridazine-4-carboxamide FC(C1=CC=C(C=N1)C=1C=C(C(N(N1)C1=CC(=CC=C1)F)=O)C(=O)NC(CO)C1COCC1)F